[6-[3-(1-hydroxycyclopropyl)-1H-1,2,4-triazol-5-yl]-2-azaspiro[3.3]heptan-2-yl]-[6-([1,2,4]triazolo[1,5-a]pyridin-6-ylmethyl)-2-azaspiro[3.3]heptan-2-yl]methanone OC1(CC1)C1=NNC(=N1)C1CC2(CN(C2)C(=O)N2CC3(C2)CC(C3)CC=3C=CC=2N(C3)N=CN2)C1